imidazo[4,5-c]Quinoline N1C=NC=2C=NC=3C=CC=CC3C21